ClC1=C(C=CC=C1C1C(NC(CC1)=O)=O)C1=CC=C(C=C1)CN1C(C=C(C=C1)C(F)(F)F)=O 3-(2-chloro-4'-((2-oxo-4-(trifluoromethyl)pyridin-1(2H)-yl)methyl)-[1,1'-biphenyl]-3-yl)piperidine-2,6-dione